C(C)(=O)[O-].C(CCCCCCC)[N+]1=CC=CC=C1 N-Octylpyridinium acetat